N-[4-[(6,7-dimethoxy-1,5-naphthyridin-4-yl)oxy]phenyl]-1-ethyl-5-(4-fluorophenyl)-2-methyl-4-oxopyridine-3-carboxamide COC=1N=C2C(=CC=NC2=CC1OC)OC1=CC=C(C=C1)NC(=O)C1=C(N(C=C(C1=O)C1=CC=C(C=C1)F)CC)C